ClC1=CC=C(C=C1)C1=C2N(C=3C=CC=CC13)CCN(C2=O)C2CC2 10-(4-chlorophenyl)-2-cyclopropyl-3,4-dihydropyrazino[1,2-a]indol-1(2H)-one